2,3-dichloro-N-cyclopropyl-5-[1-[2,4-dimethyl-5-(1,1,2-trifluoropropoxy)pyrazol-3-yl]pyrazol-4-yl]benzamide ClC1=C(C(=O)NC2CC2)C=C(C=C1Cl)C=1C=NN(C1)C=1N(N=C(C1C)OC(C(C)F)(F)F)C